NC=1NC(C=2N=C(N(C2N1)[C@@H]1O[C@@H]([C@@H]([C@H]1O)F)CO)OCC1=CC=CC=C1)=O 2-amino-8-(benzyloxy)-9-((2r,3s,4r,5r)-4-fluoro-3-hydroxy-5-(hydroxymethyl)tetrahydrofuran-2-yl)-1,9-dihydro-6H-purin-6-one